(S)-2-(4-(6-((4-chloro-2-fluorobenzyl)oxy)pyridin-2-yl)-2-fluorobenzyl)-1-(oxetan-2-ylmethyl)-1H-benzo[d]Imidazole-6-carboxylic acid methyl ester COC(=O)C=1C=CC2=C(N(C(=N2)CC2=C(C=C(C=C2)C2=NC(=CC=C2)OCC2=C(C=C(C=C2)Cl)F)F)C[C@H]2OCC2)C1